N-((4-(((tert-butyldimethylsilyl)oxy)methyl)pyrimidin-2-yl)methyl)-2-chloro-5-iodo-7-toluenesulfonyl-7H-Pyrrolo[2,3-d]pyrimidin-4-amine [Si](C)(C)(C(C)(C)C)OCC1=NC(=NC=C1)CNC=1C2=C(N=C(N1)Cl)N(C=C2I)S(=O)(=O)CC2=CC=CC=C2